titanium bis(2-propanol) CC(C)O.CC(C)O.[Ti]